4-(4-ethoxymethyl-4-phenethyl-piperidin-1-yl)-aniline C(C)OCC1(CCN(CC1)C1=CC=C(N)C=C1)CCC1=CC=CC=C1